sulfur arsenic salt [As].[S]